tert-butyl 5-(2-(tert-butoxy)-2-oxoethyl)-3,3-difluoropiperidine-1-carboxylate C(C)(C)(C)OC(CC1CC(CN(C1)C(=O)OC(C)(C)C)(F)F)=O